NC1=C(C(=O)NC23CCC(CC2)(CC3)O)C=C(C=N1)C=1C=C3CCC(C3=CC1)N1CCC(CC1)N1CCOCC1 2-amino-N-(4-hydroxy-bicyclo[2.2.2]oct-1-yl)-5-(1-(4-morpholinopiperidin-1-yl)-2,3-dihydro-1H-inden-5-yl)nicotinamide